tert-butyl 9-(2,6-dimethyl-4-prop-1-ynyl-phenyl)-8-methoxy-4,10-dioxo-3-azaspiro[5.5]undec-8-ene-3-carboxylate CC1=C(C(=CC(=C1)C#CC)C)C1=C(CC2(CC(N(CC2)C(=O)OC(C)(C)C)=O)CC1=O)OC